(4-amino-7-methyl-5-(pyrimidin-2-yl)-7H-pyrrolo[2,3-d]pyrimidin-6-yl)-3-azaspiro[5.5]undec-8-ene-3-carboxylic acid tert-butyl ester C(C)(C)(C)OC(=O)N1CC(C2(CC1)CC=CCC2)C2=C(C1=C(N=CN=C1N)N2C)C2=NC=CC=N2